FC1=CC(=C(CC=2N=C(SC2)C(=O)N)C=C1)CO (4-fluoro-2-(hydroxymethyl)benzyl)thiazole-2-carboxamide